C(=O)NC1=NC=CC=C1C1=NC=2C(=NC(=CC2)C=O)N1C1=CC=C(C=C1)CNC(OC(C)(C)C)=O tert-butyl N-({4-[2-(2-formamidopyridin-3-yl)-5-formylimidazo[4,5-b]pyridin-3-yl]phenyl}methyl)carbamate